C(C)(C)(C)OC(=O)N1CC(C1)NC=1C(=NC=CC1P(=O)(C)C)Cl 3-((2-Chloro-4-(dimethylphosphoryl)pyridin-3-yl)amino)azetidine-1-carboxylic acid tert-butyl ester